(3aS,5S,6aS)-6-bromo-2-oxohexahydro-2H-cyclopenta[d]oxazole-5-carboxylic acid methyl ester COC(=O)[C@H]1C([C@@H]2[C@@H](NC(O2)=O)C1)Br